P(=O)(O)(O)C(=O)C=1C=C2C=C(NC2=CC1)N 5-(phosphonocarbonyl)-1H-indole-2-amidol